SCCC[Si](OC)(OC)OC r-mercaptopropyltrimethoxysilane